3-cyclohexyl-1-isopropyl-2,4-dioxo-1,2,3,4-tetrahydropyrimidine-5-carbonyl chloride C1(CCCCC1)N1C(N(C=C(C1=O)C(=O)Cl)C(C)C)=O